C(#N)C=1C(=NC(=CC1N1C[C@@H]2C([C@@H]2C1)CC(=O)O)C(F)(F)F)N1[C@H](CC1)C 2-((1R,5S,6R)-3-(3-cyano-2-((S)-2-methylazetidin-1-yl)-6-(trifluoromethyl)pyridine-4-yl)-3-azabicyclo[3.1.0]hexane-6-yl)acetic acid